FC1([C@@H](O[C@@H]([C@H]1O)CO)N1C(N=C(C=C1)NP1(OCCC(O1)C1=CC(=CC=C1)F)=O)=O)F 1-((2R,4R,5R)-3,3-Difluoro-4-hydroxy-5-(hydroxymethyl)tetrahydrofuran-2-yl)-4-((4-(3-fluorophenyl)-2-oxido-1,3,2-dioxaphosphinan-2-yl)amino)pyrimidin-2(1H)-on